3-(acryloyloxy)propane butyl-3-(3,4-dihydro-2,7-naphthyridin-2(1H)-yl)azetidine-1-carboxylate C(CCC)OC(=O)N1CC(C1)N1CC2=CN=CC=C2CC1.C(C=C)(=O)OCCC